O1CC(C1)N1N=CC(=C1)S(=O)(=O)N 1-(oxetan-3-yl)pyrazole-4-sulfonamide